N-(6-(2-(((1r,4r)-4-aminocyclohexyl)amino)-8-ethylquinazolin-6-yl)-5-methylpyridin-3-yl)-2-chlorobenzenesulfonamide NC1CCC(CC1)NC1=NC2=C(C=C(C=C2C=N1)C1=C(C=C(C=N1)NS(=O)(=O)C1=C(C=CC=C1)Cl)C)CC